(2-(3-fluoro-5-methoxyphenyl)pyrimidin-5-yl)-1H-indazole-7-carboxylic acid FC=1C=C(C=C(C1)OC)C1=NC=C(C=N1)N1N=CC2=CC=CC(=C12)C(=O)O